bromo-5-fluoro-2-isopropoxybenzoic acid BrC=1C(=C(C(=O)O)C=C(C1)F)OC(C)C